ClC=1C=C(C=CC1)NC(=O)C1=CC=C(S1)C=1C=C(OC2CCN(CC2)C(=O)[O-])C=CC1 4-(3-(5-((3-chlorophenyl)carbamoyl)thiophen-2-yl)phenoxy)piperidine-1-carboxylate